C(C1=CC=CC=C1)OCCOCCOCCN(C=1C=CC(N(C1)CC(=O)OCC)=O)C(=O)OC(C)(C)C Ethyl 2-(5-((2-(2-(2-(benzyloxy)ethoxy)ethoxy)ethyl)(tert-butoxycarbonyl)amino)-2-oxopyridin-1(2H)-yl)acetate